CN1N=NC(=C1)C1CCN(CC1)C(=O)OC(C)(C)C tert-butyl 4-(1-methyltriazol-4-yl)piperidine-1-carboxylate